C(C=C)[C@@]1(C[C@H]([C@@]2([C@@H]3[C@]([C@H](C1=O)C)(CC[C@H]3OC)CC[C@H]2C)C)C(C(=O)[O-])OS(=O)(=O)C2=CC=C(C)C=C2)C (3R,3aS,4R,5R,7R,9R,9aR,12R)-7-allyl-3-methoxy-4,7,9,12-tetramethyl-8-oxodecahydro-4,9a-propanocyclopenta[8]annulen-5-yl-2-(tosyloxy)acetate